(4-(tert-butyl)phenoxy)methyl-4H-benzopyran-4-one C(C)(C)(C)C1=CC=C(OCC=2OC3=C(C(C2)=O)C=CC=C3)C=C1